(1R,2R)-2-methyl-N-[5-[2-methyl-5-[[(1R,4R)-2-methyl-5-oxa-2-azabicyclo[2.2.1]heptan-4-yl]methoxy]-4-pyridyl]pyrazolo[1,5-a]pyridin-2-yl]cyclopropanecarboxamide C[C@H]1[C@@H](C1)C(=O)NC1=NN2C(C=C(C=C2)C2=CC(=NC=C2OC[C@@]23CN([C@@H](CO2)C3)C)C)=C1